O1CCN(CC1)C1=NC(=C2N=CN(C2=N1)N=CC=1C=C(C=CC1)C)OC1=NC=CC=C1 N-(2-morpholino-6-(pyridin-2-yloxy)-9H-purin-9-yl)-1-(m-tolyl)methanimine